NC1=NC=NC(=C1OCCN(C(OC(C)(C)C)=O)C)C1=C(C(=CC(=C1)F)NC(=O)C=1C=C2CCC3(C2=CC1F)CC3)CO Tert-butyl (2-((4-amino-6-(5-fluoro-3-(6'-fluoro-2',3'-dihydrospiro[cyclopropane-1,1'-indene]-5'-carboxamido)-2-(hydroxymethyl)phenyl)pyrimidin-5-yl)oxy)ethyl)(methyl)carbamate